N-(4-((4-fluorophenyl)sulfonyl)-3,4-dihydro-2H-benzo[b][1,4]oxazin-6-yl)-5-methylthiophene-2-sulfonamide FC1=CC=C(C=C1)S(=O)(=O)N1C2=C(OCC1)C=CC(=C2)NS(=O)(=O)C=2SC(=CC2)C